(2-((3r,6s)-1-acetyl-6-methylpiperidin-3-yl)-6-(pyrazin-2-yl)pyrimidin-4-yl)(3-(1-methyl-1H-1,2,3-triazol-4-yl)phenyl)amide C(C)(=O)N1C[C@@H](CC[C@@H]1C)C1=NC(=CC(=N1)[N-]C1=CC(=CC=C1)C=1N=NN(C1)C)C1=NC=CN=C1